(3-((17-hydroxy-3,6,9,12,15-pentaoxaheptadecyl)oxy)phenyl)-N-(5-methyl-4-(1-(2-methylbenzoyl)indol-5-yl)thiazol-2-yl)acetamide OCCOCCOCCOCCOCCOCCOC=1C=C(C=CC1)CC(=O)NC=1SC(=C(N1)C=1C=C2C=CN(C2=CC1)C(C1=C(C=CC=C1)C)=O)C